N-(4-amino-2-methylphenyl)-6-(furan-3-yl)benzo[b]thiophene-2-carboxamide NC1=CC(=C(C=C1)NC(=O)C1=CC2=C(S1)C=C(C=C2)C2=COC=C2)C